BrC1=NN(C(=C1)C(=O)[O-])C1=NC=CC=C1Cl 3-bromo-1-(3-chloropyridin-2-yl)-1H-pyrazole-5-carboxylate